FC1CC(N(C1)C(CNC(CC)=O)=O)C(=O)NC(C1=CC=C(C=C1)C(C)C)C1=CC=CC=C1 4-fluoro-1-[2-(N-methylacetylamino)acetyl]-N-{phenyl-[4-(prop-2-yl)phenyl]methyl}pyrrolidine-2-carboxamide